2-(2-(4,4-Difluoropiperidin-1-yl)-6-methylpyrimidin-4-yl)-5-(4-((fluoromethyl)sulfonyl)-2-(6-azaspiro[2.5]octan-6-yl)phenyl)-1,3,4-oxadiazole FC1(CCN(CC1)C1=NC(=CC(=N1)C=1OC(=NN1)C1=C(C=C(C=C1)S(=O)(=O)CF)N1CCC2(CC2)CC1)C)F